3-chloro-2-methoxy-4-[1-(tetrahydropyran-2-yl)pyrazol-4-yl]pyridine tert-Butyl-4-((3-azaspiro[5.5]undecan-9-yl)methyl)piperazine-1-carboxylate C(C)(C)(C)OC(=O)N1CCN(CC1)CC1CCC2(CCNCC2)CC1.ClC=1C(=NC=CC1C=1C=NN(C1)C1OCCCC1)OC